4-oxo-N-({6-[({[(1r,3r)-3-fluorocyclobutyl]methyl}amino)methyl]imidazo[1,2-a]pyridin-2-yl}methyl)-4H-pyrido[1,2-a]pyrimidine-2-carboxamide O=C1C=C(N=C2N1C=CC=C2)C(=O)NCC=2N=C1N(C=C(C=C1)CNCC1CC(C1)F)C2